2'-Methylacetophenone CC1=C(C=CC=C1)C(C)=O